6-ethyl-2,10,10-trimethyl-1-oxaspiro[4.5]dec-3,6-diene C(C)C=1C2(C=CC(O2)C)C(CCC1)(C)C